COC=1C=C(CN(C=2SC=C(N2)CCCC=2C=NC=CC2)CC2=CC(=CC=C2)OC)C=CC1 N,N-bis(3-methoxybenzyl)-4-(3-(pyridin-3-yl)propyl)thiazol-2-amine